C1(CCCC1)NC(=O)C1=CC2=C(N=C(S2)N2CCN(CC2)CC)C(=C1)OC N-cyclopentyl-2-(4-ethylpiperazin-1-yl)-4-methoxybenzo[d]thiazole-6-carboxamide